vinylacetamid C(=C)CC(=O)N